7-(diethylamino)-3-(1,3-dithiolan-2-yl)coumarin C(C)N(C1=CC=C2C=C(C(OC2=C1)=O)C1SCCS1)CC